4-amino-N-cyclopropyl-7-fluoro-N-((5-((5-methoxypyridin-3-yl)ethynyl)-4-methylpyridin-2-yl)methyl)-1-methyl-1H-pyrazolo[4,3-c]quinoline-8-carboxamide NC1=NC=2C=C(C(=CC2C2=C1C=NN2C)C(=O)N(CC2=NC=C(C(=C2)C)C#CC=2C=NC=C(C2)OC)C2CC2)F